The molecule is a member of the class of monoterpene ketones that is octa-2,7-dien-4-one substituted at positions 2 and 6 by methyl and methylidene groups respectively. It has a role as a plant metabolite and an animal metabolite. It is an enone and a monoterpene ketone. CC(=CC(=O)CC(=C)C=C)C